NC1=C(C=C(N=N1)C1=C(C=CC=C1)O)OCCC1=CC=C(C=C1)CN1CCNCC1 (6-amino-5-(4-(piperazin-1-ylmethyl)phenethyloxy)pyridazin-3-yl)phenol